1-(bromophenyl)ethan-1-one BrC1=C(C=CC=C1)C(C)=O